C(C)OC(=O)C1=CC=C(C=C1)C1=CC(=CC(=C1)C1=CC=C(C=C1)C(=C(C1=CC=CC=C1)C1=CC=CC=C1)C1=CC=CC=C1)C1=CC=C(C=C1)C(=O)OCC 5'-(4-(1,2,2-triphenylvinyl)phenyl)-[1,1':3',1''-terphenyl]-4,4''-dicarboxylic acid diethyl ester